COC(CN(C([C@H](C)NC(OCC1=CC=CC=C1)=O)=O)C)OC (S)-benzyl {1-[(2,2-dimethoxyethyl)(methyl)amino]-1-oxopropan-2-yl}carbamate